4-(2-bromophenoxy)-1-(tert-butoxycarbonyl)piperidine-4-carboxylic acid BrC1=C(OC2(CCN(CC2)C(=O)OC(C)(C)C)C(=O)O)C=CC=C1